ClC=1C(=CC(=C(C1)S(=O)(=O)NC=1SC=CN1)F)NC[C@]1(NC[C@H](C1)O)CCCC1=CC=CC=C1 5-chloro-2-fluoro-4-((((2S,4S)-4-hydroxy-2-(3-phenylpropyl)pyrrolidin-2-yl)methyl)amino)-N-(thiazol-2-yl)benzenesulfonamide